C(C1=CC=CC=C1)C1=C2N(C=C(N1)C1=CC=C(C=C1)O)C(C(=N2)CC2=CC(=C(OCCCCCCCCNC(OC1CC\C=C\CCC1)=O)C=C2)F)=O (E)-cyclooct-4-en-1-yl (8-(4-((8-benzyl-6-(4-hydroxyphenyl)-3-oxo-3,7-dihydroimidazo[1,2-a]pyrazin-2-yl)methyl)-2-fluorophenoxy)octyl)carbamate